O1C(=CC=C1)CC(C(=O)[O-])=C Furan-Methacrylate